ClC1=CC(=C(C=C1)CC(COC1OCCCC1)=O)C 1-(4-chloro-2-methylphenyl)-3-((tetrahydro-2H-pyran-2-yl)oxy)propan-2-one